S(=O)(=O)(O)O.C(C)C1=C(N)C=CC=C1 2-ethylaniline sulfate